(S)-5-(7-chloro-3-(ethoxymethyl)-2-methyl-1,1-dioxido-5-phenyl-2,3,4,5-tetrahydrobenzo[f][1,2,5]thiadiazepin-8-yl)-2-fluorobenzoic acid ClC=1C(=CC2=C(N(C[C@H](N(S2(=O)=O)C)COCC)C2=CC=CC=C2)C1)C=1C=CC(=C(C(=O)O)C1)F